(2R,3R,4R)-2-(6-Chloro-8-(prop-1-yn-1-yl)-2-(thiophen-2-yl)-9H-purin-9-yl)tetrahydrofuran-3,4-diyl diacetate C(C)(=O)O[C@H]1[C@@H](OC[C@H]1OC(C)=O)N1C2=NC(=NC(=C2N=C1C#CC)Cl)C=1SC=CC1